The molecule is a tricarboxylic acid comprising (Z)-but-2-ene having the three carboxy groups at the 1-, 2- and 3-positions. It has a role as an Escherichia coli metabolite. It is a conjugate acid of a (Z)-but-2-ene-1,2,3-tricarboxylate. C/C(=C(\\CC(=O)O)/C(=O)O)/C(=O)O